N-(3-(1,1-difluoroethyl)phenyl)-1-(6-(difluoromethoxy)-[1,1'-biphenyl]-3-yl)-3-methyl-5-oxo-4,5-dihydro-1H-pyrazole-4-carboxamide FC(C)(F)C=1C=C(C=CC1)NC(=O)C1C(=NN(C1=O)C=1C=C(C(=CC1)OC(F)F)C1=CC=CC=C1)C